ClC=1C=C(C=CC1OC(C)C)C1=NC(=NO1)C1=CC=C(C2=CC=CC=C12)CN1CC(C1)C(=O)O ((4-(5-(3-chloro-4-isopropoxyphenyl)-1,2,4-oxadiazol-3-yl)naphthalen-1-yl)methyl)azetidine-3-carboxylic acid